tert-butyl (2S)-3-amino-2-[(tert-butoxycarbonyl)amino]propanoate NC[C@@H](C(=O)OC(C)(C)C)NC(=O)OC(C)(C)C